CC1=CC=C(C=N1)OCCN(CC[C@@H](C(=O)O)NC1=NC=CC(=C1)C1=CC=CC=C1)CCCCC1=NC=2NCCCC2C=C1 (S)-4-((2-((6-methylpyridin-3-yl)oxy)ethyl)(4-(5,6,7,8-tetrahydro-1,8-naphthyridin-2-yl)butyl)amino)-2-((4-phenylpyridin-2-yl)amino)butanoic acid